FC=1C=C(C=C2NC(C(=NC12)C)=O)CN1CCN(CC1)C=1SC(=CN1)C(=O)NC (4-((8-fluoro-2-methyl-3-oxo-3,4-dihydroquinoxalin-6-yl)methyl)piperazin-1-yl)-N-methylthiazole-5-carboxamide